CC([C@@H]1[C@H]([C@H]([C@@H](O1)N1C(=O)N(C(=O)C=C1)C1=C(C=C(C(=C1)OCC1=CC=CC=2NN=NC21)OC)F)O)O)(O)C Dimethyl-(3-(5-((1H-benzo[d][1,2,3]triazol-4-yl)methoxy)-2-fluoro-4-methoxyphenyl)uridine)